5-(2-(3-chloro-4,5-dimethoxyphenylamino)-5-methylpyrimidin-4-ylamino)benzo[d]oxazol-2(3H)-one ClC=1C=C(C=C(C1OC)OC)NC1=NC=C(C(=N1)NC=1C=CC2=C(NC(O2)=O)C1)C